tert-Butyl (±)-4-((4-(4-((2,6-dioxopiperidin-3-yl)amino)phenyl)piperidin-1-yl)methyl)piperidine-1-carboxylate O=C1NC(CC[C@H]1NC1=CC=C(C=C1)C1CCN(CC1)CC1CCN(CC1)C(=O)OC(C)(C)C)=O |r|